CN1N=CC(=C1)C=1N=C(C=2N(C1)N=CC2)OCC2C1CN(CC2C1)C(=O)OC(C)(C)C tert-butyl 6-(((6-(1-methyl-1H-pyrazol-4-yl)pyrazolo[1,5-a]pyrazin-4-yl)oxy)methyl)-3-azabicyclo[3.1.1]heptane-3-carboxylate